BrC1=C(C(=NC=C1)F)C=1CCC(N1)C=C 4-bromo-2-fluoro-3-(2-vinyl-3,4-dihydro-2H-pyrrol-5-yl)pyridine